C(C1=CC=CC=C1)OC1CC(C1)N1N=C(C=C1C(C)(C)C)N=C=S 1-((1r,3r)-3-(benzyloxy)cyclobutyl)-5-(tert-butyl)-3-isothiocyanato-1H-pyrazole